(2-(azepan-2-yl)benzyl)-2-thiocarbonyl-1,2,3,5-tetrahydro-4H-pyrrolo[3,2-d]pyrimidin-4-one N1C(CCCCC1)C1=C(CN2C(NC(C3=C2C=CN3)=O)=C=S)C=CC=C1